C(CCCCCCC)(=O)O (+)-n-octanoic acid